C(CNC([S-])=S)NC([S-])=S.CN(C([S-])=S)C.CN(C([S-])=S)C.[Zn+2].[Zn+2] di-zinc bis(dimethyldithiocarbamate) ethylenebis(dithiocarbamate)